ClC=1C2=CN(N=C2C(=C(C1)C1=CC=C(C=C1)OCCN1CCC(CC1)CO)Cl)C(C(=O)NC=1SC=CN1)C1=C2N(C=N1)C[C@@H](C2)F (4,7-Dichloro-6-(4-(2-(4-(hydroxymethyl)piperidin-1-yl)ethoxy)phenyl)-2H-indazol-2-yl)-2-((R)-6-fluoro-6,7-dihydro-5H-pyrrolo[1,2-c]imidazol-1-yl)-N-(thiazol-2-yl)acetamide